BrC=1C=NN(C1)CCOCCO 2-[2-(4-bromopyrazol-1-yl)ethoxy]ethanol